1-(6-amino-3-azabicyclo[3.1.1]heptan-3-yl)-2-(3-isopropyl-2-(2-methylpyridin-4-yl)-1H-indol-5-yl)-2-methylpropan-1-one NC1C2CN(CC1C2)C(C(C)(C)C=2C=C1C(=C(NC1=CC2)C2=CC(=NC=C2)C)C(C)C)=O